C(C=C)(=O)OCCC[Si](OCCOC)(OCCOC)OCCOC acryloxypropyltris(methoxyethoxy)silan